FC1=C(C=CC=C1F)C1CN(C1)[C@@H]1[C@H](CCCC1)OC=1C=C2CN(C(C2=CC1)=O)C1C(NC(CC1)=O)=O 3-(5-(((1S,2S)-2-(3-(2,3-difluorophenyl)azetidin-1-yl)cyclohexyl)oxy)-1-oxoisoindolin-2-yl)piperidine-2,6-dione